5-(1-(piperidin-4-yl)ethyl)pyrazolo[1,5-a]pyridine N1CCC(CC1)C(C)C1=CC=2N(C=C1)N=CC2